6-(2-amino-5-(2-((dimethylamino)methyl)-4-(tetrahydro-2H-pyran-4-yl)phenyl)pyridin-3-yl)-7-fluoro-3,4-dihydroisoquinolin-1(2H)-one NC1=NC=C(C=C1C=1C=C2CCNC(C2=CC1F)=O)C1=C(C=C(C=C1)C1CCOCC1)CN(C)C